Cl.CN(CCCN=C=NCC)C N-(3-Dimethylaminopropyl)-N'-ethylcarbodiimide hydrochloride salt